(4-aminophenyl)-6-bromo-N-(4-methoxybenzyl)pyrrolo[1,2-a]pyrazin-1-amine NC1=CC=C(C=C1)C=1N=C(C=2N(C1)C(=CC2)Br)NCC2=CC=C(C=C2)OC